C(C)(C)(C)OC(=O)N1CCC(=CC1)C1=NC=C(C=C1)OCC1=CC=CC=C1 5-(Benzyloxy)-3',6'-dihydro-[2,4'-bipyridine]-1'(2'H)-carboxylic acid tert-butyl ester